C(C)(=O)C1=NN(C2=C(C=C(C=C12)C=1C=NC(=NC1)C)C)CC(=O)N1C2CC2(C[C@H]1C(=O)NC1=NC(=CC=C1C)Br)CN(C)C (3S)-2-(2-(3-acetyl-7-methyl-5-(2-methylpyrimidin-5-yl)-1H-indazol-1-yl)acetyl)-N-(6-bromo-3-methylpyridin-2-yl)-5-((dimethyl-amino)methyl)-2-azabicyclo[3.1.0]hexane-3-carboxamide